(R)-N-(1-(3-(5-(acetamidomethyl)thiophen-2-yl)phenyl)ethyl)-5-(azetidin-3-yloxy)-2-methylbenzamide C(C)(=O)NCC1=CC=C(S1)C=1C=C(C=CC1)[C@@H](C)NC(C1=C(C=CC(=C1)OC1CNC1)C)=O